OC[C@H](C1=CC=CC=C1)NC1=CC(=NC=C1C=1OC(=NN1)C1=NC=CC=C1)NC=1C=C2C(N(C(C2=CC1)=O)C)(C)C (S)-5-((4-((2-hydroxy-1-phenylethyl)amino)-5-(5-(pyridin-2-yl)-1,3,4-oxadiazol-2-yl)pyridin-2-yl)amino)-2,3,3-trimethylisoindolin-1-one